ClC=1C=C(C(=NC1)C(C)C1=C(C(=O)N)C=C(C=C1C=1SC(=CN1)C)O[C@@H]1COCC1)F [1-(5-chloro-3-fluoropyridin-2-yl)ethyl]-3-(5-methyl-1,3-thiazol-2-yl)-5-[(3S)-tetrahydrofuran-3-yloxy]benzamide